F[C@H]1CN(CC[C@H]1OC)C1=NC=CC(=N1)NC=1N=CC2=C(C=CC=C2C1)N1[C@@H]([C@H](C1)CS(=O)(=O)C)C N-{2-[(3S,4R)-3-fluoro-4-methoxypiperidin-1-yl]pyrimidin-4-yl}-8-[(2R,3S)-3-(methanesulfonyl-methyl)-2-methylazetidin-1-yl]isoquinolin-3-amine